cyclopentylether C1(CCCC1)OC1CCCC1